5-pentyl-4,6-diphenyl-3,4-dihydropyridone C(CCCC)C=1C(CC(NC1C1=CC=CC=C1)=O)C1=CC=CC=C1